2-((S)-8-(((R)-morpholin-2-yl)methyl)-6,6a,7,8,9,10-hexahydro-5H-pyrazino[1',2':4,5]pyrazino[2,3-c]pyridazin-2-yl)phenol N1C[C@@H](OCC1)CN1C[C@H]2N(C=3C(=NN=C(C3)C3=C(C=CC=C3)O)NC2)CC1